2-(2-(4-methylpiperazin-1-yl)ethyl)-6-phenyl-N4-pyridin-3-ylmethyl-1,3,5-triazine-2,4-diamine CN1CCN(CC1)CCC1(NC(=NC(=N1)NCC=1C=NC=CC1)C1=CC=CC=C1)N